5-methoxy-3-methylimidazo[1,2-a]Pyridine-7-carboxylic acid ethyl ester C(C)OC(=O)C1=CC=2N(C(=C1)OC)C(=CN2)C